9,11,13-pentadecatrienoic acid C(CCCCCCCC=CC=CC=CC)(=O)O